(2R,4S)-4-methyl-2-((E)-2-methylbut-1-en-1-yl)tetrahydro-2H-pyran C[C@@H]1C[C@@H](OCC1)\C=C(\CC)/C